4-iodo-2-((1R,5S)-3-azaspiro[bicyclo[3.2.1]octane-8,1'-cyclopropane]-3-yl)benzoic acid IC1=CC(=C(C(=O)O)C=C1)N1C[C@@H]2CC[C@H](C1)C21CC1